1,1-dioxo-2,6-bis(2-thienyl)-4-(dicyanomethylene)thiopyran O=S1(C(=CC(C=C1C=1SC=CC1)=C(C#N)C#N)C=1SC=CC1)=O